COC(C1=C(C=C2C3CC(NC2=N1)C3)CN3C(CN(CC3)C)=O)OC 1-((7-(dimethoxymethyl)-1,2,3,4-tetrahydro-2,4-methylene-1,8-naphthyridin-6-yl)methyl)-4-methylpiperazin-2-one